COC1=C(C#N)C=C(C=C1OC)CC(C)=O 2,3-dimethoxy-5-(2-oxopropyl)benzonitrile